5-chloro-3-(methylthio)-6-(trifluoromethyl)-1,2,4-triazine ClC=1N=C(N=NC1C(F)(F)F)SC